(1,3,4-oxadiazol-2-yl)phenol O1C(=NN=C1)C1=C(C=CC=C1)O